(2R)-1,4-dioxan-2-ylmethyl-methanesulfonic acid O1[C@@H](COCC1)CCS(=O)(=O)O